(2S,4R)-4-hydroxy-1-[2-(3-hydroxy-1,2-oxazol-5-yl)-3-methylbutyryl]-N-[[4-(4-methyl-1,3-thiazol-5-yl)phenyl]methyl]pyrrolidine-2-carboxamide O[C@@H]1C[C@H](N(C1)C(C(C(C)C)C1=CC(=NO1)O)=O)C(=O)NCC1=CC=C(C=C1)C1=C(N=CS1)C